BrC1=C(C=C2C(N(C=NC2=C1)CC(F)(F)F)=O)OCOC 7-bromo-6-(methoxymethoxy)-3-(2,2,2-trifluoroethyl)quinazolin-4(3H)-one